ClC1=CC=C(OC2=NN(C=N2)CC(O)C(C)(C)C)C=C1 (4-chlorophenoxy)-alpha-(1,1-dimethylethyl)-1H-1,2,4-triazole-1-ethanol